nonylpropenylphenyl ether sulfate ammonium [NH4+].S(=O)(=O)([O-])[O-].C(CCCCCCCC)C=1C(=C(C=CC1)OC1=C(C(=CC=C1)CCCCCCCCC)C=CC)C=CC.[NH4+]